Sodium N-methyl-N-oleoyl taurate CCCCCCCC/C=C\CCCCCCCC(=O)N(C)CCS(=O)(=O)[O-].[Na+]